4-[4-[3-[4-(5-Hydroxypyridin-3-yl)pyrazol-1-yl]-5-(trifluoromethyl)benzoyl]piperazin-1-yl]-N-[3-nitro-4-(2-phenylsulfanylethylamino)phenyl]sulfonylbenzamide OC=1C=C(C=NC1)C=1C=NN(C1)C=1C=C(C(=O)N2CCN(CC2)C2=CC=C(C(=O)NS(=O)(=O)C3=CC(=C(C=C3)NCCSC3=CC=CC=C3)[N+](=O)[O-])C=C2)C=C(C1)C(F)(F)F